3,4,5-trihydroxy-6-(hydroxymethyl)tetrahydro-2H-pyran OC1COC(C(C1O)O)CO